5-prop-1-ynyl-1,3-dihydropyrimidine-2,4-dione C(#CC)C=1C(NC(NC1)=O)=O